7-{(1R)-1-[1-(2,5-difluorophenyl)-1H-1,2,3-triazol-4-yl]propyl}-5-[2-(trifluoromethyl)pyrimidin-5-yl]pyrrolo[2,1-f][1,2,4]triazin-4-amine FC1=C(C=C(C=C1)F)N1N=NC(=C1)[C@H](CC)C1=CC(=C2C(=NC=NN21)N)C=2C=NC(=NC2)C(F)(F)F